BrC=1C=CC(=NC1F)N1CCOCC1 4-(5-Bromo-6-fluoropyridin-2-yl)morpholine